(R)-2-(dibenzylamino)hexanal C(C1=CC=CC=C1)N([C@@H](C=O)CCCC)CC1=CC=CC=C1